1-methyl-1-phenethyl-3-tosylpyrrolo[1,2-a]quinolin-2(1H)-one CC1(C(C(=C2N1C1=CC=CC=C1C=C2)S(=O)(=O)C2=CC=C(C)C=C2)=O)CCC2=CC=CC=C2